N(=[N+]=[N-])CC1=NC(=CN=C1)C1=CC(=C(C=C1)OC(F)F)OCC1CC1 2-(azidomethyl)-6-(3-(cyclopropylmethoxy)-4-(difluoromethoxy)phenyl)pyrazine